O[C@@H]1[C@@H](CCCC1)CCN(CCCCCCCC(=O)N(CCCCCCCCCC)CCCCCCCCCC)CCCCCCCC(=O)N(CCCCCCCCCC)CCCCCCCCCC 8,8'-((2-((1S,2S)-2-hydroxycyclohex-yl)ethyl)azanediyl)-bis(N,N-didecyl-octanamide)